N1=C(C=NC=C1)[C@H]1N(OCC1)C(=O)C1CCN(CC1)C1=NC(=NC=C1)N1C(CCC1)=O (S)-1-(4-(4-(3-(pyrazin-2-yl)isoxazolidine-2-carbonyl)piperidin-1-yl)pyrimidin-2-yl)pyrrolidin-2-one